hydroxyethyl-oleic acid OCCC(C(=O)O)CCCCCC\C=C/CCCCCCCC